C(C(C)C)C(COC)(COC)CC(C)C 2,2-di-isobutyl-1,3-dimethoxypropane